CC1=CC=C(C2=CC(=C(C=C12)C)C)C 1,4,6,7-tetramethylnaphthalene